1-(5-chloro-3-fluoropyridin-2-yl)-3-(1,1-dioxidotetra-hydro-2H-thiopyran-4-yl)-4-(4-(trifluoromethyl)-benzyl)piperazine-2,5-dione ClC=1C=C(C(=NC1)N1C(C(N(C(C1)=O)CC1=CC=C(C=C1)C(F)(F)F)C1CCS(CC1)(=O)=O)=O)F